C(C)(C)(C)OC(=O)N1C(CC(CC1)C(F)(F)F)C1=NC=CC=C1CN1C(NC(C2=C1C=CN2)=O)=C=S 2-(3-((4-Oxo-2-thiocarbonyl-2,3,4,5-tetrahydro-1H-pyrrolo[3,2-d]pyrimidin-1-yl)methyl)pyridin-2-yl)-4-(trifluoromethyl)piperidine-1-carboxylic acid tert-butyl ester